N-phenyl-N-methyldithiocarbamic acid sodium salt [Na+].C1(=CC=CC=C1)N(C([S-])=S)C